ClC1=CC(=C2C=C(NC2=C1F)C(=O)OC)CO methyl 6-chloro-7-fluoro-4-(hydroxymethyl)-1H-indole-2-carboxylate